methyl 5-methyl-1H-pyrrole-3-carboxylate CC1=CC(=CN1)C(=O)OC